COC([C@@H](NC(=O)OC)CCCCNC(=O)OC)=O N,N'-bis(methoxycarbonyl)lysine methyl ester